4-(4-fluoro-1H-pyrazol-1-yl)-2-methylquinolin-8-ol FC=1C=NN(C1)C1=CC(=NC2=C(C=CC=C12)O)C